C(C)C1=C(C(N(N=C1C)CCCC(=O)N(C)C)=O)C(=O)O.CNC(C1=CC=C(C=C1)OC)C(=O)O methyl-4-methoxyphenylglycine ethyl-2-[4-(dimethylamino)-4-oxo-butyl]-6-methyl-3-oxo-pyridazine-4-carboxylate